4-chloro-2-(2-methoxypropan-2-yl)pyrimidine ClC1=NC(=NC=C1)C(C)(C)OC